C(C(CCCC)O)O 1,2-hexylen glycol